(R,S)-4-(((4-Oxo-8-propylchroman-7-yl)oxy)(pyridin-4-yl)methyl)benzonitrile O=C1CCOC2=C(C(=CC=C12)O[C@H](C1=CC=C(C#N)C=C1)C1=CC=NC=C1)CCC